FC1=CC=C(C=2N(C(=NC21)C2=NON=C2C)CC=2C=NC=CC2)F 3-[4,7-difluoro-1-(pyridin-3-ylmethyl)benzoimidazol-2-yl]-4-methyl-1,2,5-oxadiazole